FC1=CC2=C(C3=CN(C(C=C3[C@@H](O[C@@H]2C2=CC=CC=C2)CC(=O)NCC)=O)C)C=C1 2-((5S,7R)-9-fluoro-2-methyl-3-oxo-7-phenyl-2,3,5,7-tetrahydrobenzo[5,6]oxepino[4,3-c]pyridin-5-yl)-N-ethylacetamide